5-chloro-4-(1-isopropyl-1H-indazol-6-yl)-N-(piperidin-4-yl)pyrimidin-2-amine TFA salt OC(=O)C(F)(F)F.ClC=1C(=NC(=NC1)NC1CCNCC1)C1=CC=C2C=NN(C2=C1)C(C)C